O[C@@H](CO)C1=CC=C(C=N1)NC(=O)[C@H]1O[C@@]([C@@H]([C@@H]1C1=C(C(=C(C=C1)F)C)OCC)C)(C(F)(F)F)C |o1:13,15,16,17| rel-(2s,3R,4R,5s)-N-(6-((R)-1,2-dihydroxyethyl)pyridin-3-yl)-3-(2-ethoxy-4-fluoro-3-methylphenyl)-4,5-dimethyl-5-(trifluoromethyl)tetrahydrofuran-2-carboxamide